C(C)(C)[Si]1(O[Si](OC[C@@H]2[C@@H](O1)C[C@@H](O2)C2=NN1C(C(=N2)N)=NC=C1)(C(C)C)C(C)C)C(C)C ((6aR,8R,9aS)-2,2,4,4-tetraisopropyltetrahydro-6H-furo[3,2-f][1,3,5,2,4]trioxadisilocin-8-yl)imidazo[2,1-f][1,2,4]triazin-4-amine